ClC=1C=C(C=CC1F)[C@H](NC(=O)[C@@H]1CNC(O1)=O)C1=NC(=CC=C1)C(F)(F)F (S)-N-((S)-(3-chloro-4-fluorophenyl)(6-(trifluoromethyl)pyridin-2-yl)methyl)-2-oxooxazolidine-5-carboxamide